The molecule is a naphthochromene that is 4H-naphtho[2,3-g]chromene-4,6,11-trione substituted by a chloro group at position 8, hydroxy groups at positions 5, 7 and 9 and a methyl group at position 2. It is isolated from a fungal strain Phoma sp.BAUA2861 and acts as an inhibitor of the enzyme topoisomerase I. It has a role as a metabolite, an EC 5.99.1.2 (DNA topoisomerase) inhibitor, an antiviral agent, an antineoplastic agent and an antimicrobial agent. It is an organochlorine compound, a naphthochromene, a member of phenols and a member of p-quinones. CC1=CC(=O)C2=C(O1)C=C3C(=C2O)C(=O)C4=C(C(=C(C=C4C3=O)O)Cl)O